[Si](C)(C)(C(C)(C)C)O[C@H]1[C@@H](O[C@@H]([C@H]1O[Si](C)(C)C(C)(C)C)CO[Si](C)(C)C(C)(C)C)N1C(N=C(C=C1)NOC(C(C)C)=O)=O 1-((2R,3R,4R,5R)-3,4-Bis((tert-butyldimethylsilyl)oxy)-5-(((tert-butyldimethylsilyl)oxy)methyl)tetrahydrofuran-2-yl)-4-((isobutyryloxy)amino)pyrimidin-2(1H)-one